[Cl-].C[N+](CCC[Si](C)(C)C)(CCCCCCCCCCCCCCCCCC)C dimethyl-octadecyl-[3-trimethylsilylpropyl]ammonium chloride